thieno[2,3-c]phenanthro[1',2':4,5]imidazo[1,2-a]pyridine C1=CC=CC=2C=3C=CC4=C(N=C5N4C=CC4=C5SC=C4)C3C=CC12